OC(C)C=1C(=NC(=CC1)N1C=NC2=C1C=CC(=C2)NC=2N=NC(=CC2)C)C=2C(=CC(=NC2)O)C(F)(F)F 5-[3-(1-hydroxyethyl)-6-[5-[(6-methylpyridazin-3-yl)amino]benzimidazol-1-yl]-2-pyridyl]-4-(trifluoromethyl)pyridin-2-ol